P1(=O)(OC2=C(C=C(C=C2C(C)(C)C)CC)CC2=C(C(=CC(=C2)CC)C(C)(C)C)O1)[O-] 2,2'-methylene-Bis(4-ethyl-6-t-butylphenyl) phosphate